3-methyl-6-methoxyphthalaldehyde CC1=C(C(C=O)=C(C=C1)OC)C=O